1-(4-chlorobenzyl)-N-(2,4-dimethyl-5-oxo-5,6,7,8-tetrahydro-4H-pyrazolo[1,5-a][1,3]diazepin-6-yl)-1H-1,2,4-triazole-3-carboxamide ClC1=CC=C(CN2N=C(N=C2)C(=O)NC2C(N(C=3N(CC2)N=C(C3)C)C)=O)C=C1